3-methylnonane-2,3-diol CC(C(C)O)(CCCCCC)O